tri(hexacosanol) phosphite P(O)(O)O.C(CCCCCCCCCCCCCCCCCCCCCCCCC)O.C(CCCCCCCCCCCCCCCCCCCCCCCCC)O.C(CCCCCCCCCCCCCCCCCCCCCCCCC)O